N-(1-(azetidin-1-ylmethyl)cyclopropyl)-1-(o-tolyl)cyclobutane-1-carboxamide N1(CCC1)CC1(CC1)NC(=O)C1(CCC1)C1=C(C=CC=C1)C